2-[3-(trifluoromethoxy)pyrrolidin-1-yl]acetamidopropionamide FC(OC1CN(CC1)CC(=O)NC(C(=O)N)C)(F)F